[I-].C(C=C)[NH+](CC=C)C N,N-diallyl-methyl-ammonium iodide